NC1=C2N=C(N(C2=NC(=N1)OCCCC)CC1=CC=C(C(=O)O)C=C1)O 4-((6-amino-2-butoxy-8-hydroxy-9H-purin-9-yl)methyl)benzoic acid